CN1N=C(C(=C1)C(=O)NC1=C2C(CC(C2=CC=C1)(C)C)C)C 1,3-dimethyl-N-(1,1,3-trimethylindan-4-yl)pyrazole-4-carboxamide